C(C)(C)OC(C(C)(OC1=CC=C(C=C1)C(C1=CC=C(C=C1)Cl)=O)C)=O 2-methyl-2-[4-(4-chlorobenzoyl)phenoxy]propionic acid isopropyl ester